C(C=C)(=O)[O-].[Ca+2].C(C=C)(=O)[O-] calcium Acrylate